C(C)OC(CC(=O)OC(C)C1CC(CCC1)(C)C)=O propanedioic acid 1-(1-(3,3-dimethylcyclohexyl) ethyl) 3-ethyl ester